(S)-2-(5-(3-((2-chloro-5-(2-(trifluoromethyl)thiazol-4-yl)pyridin-4-yl)amino)butoxy)-1-methyl-1H-pyrazol-4-yl)pyrimidin-4-amine ClC1=NC=C(C(=C1)N[C@H](CCOC1=C(C=NN1C)C1=NC=CC(=N1)N)C)C=1N=C(SC1)C(F)(F)F